C(CCC)C1CCC(CC1)CCC=O 3-(4-n-butylcyclohexyl)propanal